The molecule is a tetracyclic diterpenoid with formula C20H24O7, originally isolated from the roots and leaves of Tripterygium wilfordii. It has a role as a plant metabolite, a rat metabolite and a xenobiotic metabolite. It is a gamma-lactone, an epoxide, a secondary alcohol, a tetracyclic diterpenoid, a primary alcohol and a diol. C[C@@H](CO)[C@@]12[C@@H](O1)[C@H]3[C@@]4(O3)[C@]5(CCC6=C([C@@H]5C[C@H]7[C@]4([C@@H]2O)O7)COC6=O)C